2,6-dichloro-5-fluoro-pyridine-3-carbonyl chloride ClC1=NC(=C(C=C1C(=O)Cl)F)Cl